FC(C)(C)C1=NC=CC(=N1)N 2-(2-fluoroprop-2-yl)pyrimidin-4-amine